BrC1=CN=C(N1)C1N(CCCC1)C(=O)OC(C)(C)C tert-butyl 2-(5-bromoimidazol-2-yl)piperidine-1-carboxylate